fluoro-2'-deoxyguanosine-5'-triphosphate P(O)(=O)(OP(=O)(O)OP(=O)(O)O)OC[C@@H]1[C@H](C[C@@](O1)(N1C=NC=2C(=O)NC(N)=NC12)F)O